NC=1C(=CC(=NC1)C(=O)NC(C)C)N1CCC(CC1)OC1=C(C=C(C=C1)F)F 5-amino-4-(4-(2,4-difluorophenoxy)piperidin-1-yl)-N-isopropylpyridinecarboxamide